3-phenyl-1H-1,2,4-triazole C1(=CC=CC=C1)C1=NNC=N1